F[C@H]1[C@@H](O[C@@H]([C@H]1O)CO)N1C=NC=2C(N)=NC=NC12 2'-fluoro-deoxyadenosine